tert-butyl (2R,4S)-4-[(6-chloro-2-cyanopyrimidin-4-yl)oxy]-2-(cyanomethyl)piperidine-1-carboxylate ClC1=CC(=NC(=N1)C#N)O[C@@H]1C[C@H](N(CC1)C(=O)OC(C)(C)C)CC#N